1,3-Dimethyl-3,4,5,6-tetrahydro-2(1H)-pyrimidinon CN1C(N(CCC1)C)=O